tert-butyl ((3R,6S)-6-((S)-1-(4-fluorophenyl)-1,2,3,4-tetrahydroisoquinoline-2-carbonyl)tetrahydro-2H-pyran-3-yl)carbamate FC1=CC=C(C=C1)[C@@H]1N(CCC2=CC=CC=C12)C(=O)[C@@H]1CC[C@H](CO1)NC(OC(C)(C)C)=O